4-methyl-6-((5-methyl-1H-pyrazol-3-yl)pyridin-2-yl)piperazine-1-carboxamide CN1CCN(C(C1)C1=NC=CC=C1C1=NNC(=C1)C)C(=O)N